IC1=C(C=NN1C=1C=NC=CC1)C(=O)OCC ethyl 5-iodo-1-(pyridin-3-yl)-1H-pyrazole-4-carboxylate